CN(C[C@H](C)NC(=O)C1=CC(=NN1C)C1=NC(=NC=C1)NC=1C=NN(C1)C)C N-[(2S)-1-(dimethylamino)propan-2-yl]-1-methyl-3-{2-[(1-methyl-1H-pyrazol-4-yl)amino]pyrimidin-4-yl}-1H-pyrazole-5-carboxamide